diethyl 2,2'-((((((2,2'-dimethyl-[1,1'-biphenyl]-3,3'-diyl)bis(azanediyl))bis(carbonyl))bis(4-cyclopropylpyridine-6,3-diyl))bis(methylene))bis(methylazanediyl))diacetate CC1=C(C=CC=C1NC(=O)C1=CC(=C(C=N1)CN(C)CC(=O)OCC)C1CC1)C1=C(C(=CC=C1)NC(=O)C1=CC(=C(C=N1)CN(C)CC(=O)OCC)C1CC1)C